FC1=C(C=O)C(=CC(=C1)I)F 2,6-difluoro-4-iodo-benzaldehyde